{5-[(3R)-3-isopropylpiperazin-1-yl]-3-methyl-2-oxo-1,3-benzodiazol-1-yl}piperidine-2,6-dione C(C)(C)[C@@H]1CN(CCN1)C1=CC2=C(N(C(N2C)=O)N2C(CCCC2=O)=O)C=C1